C(#N)C[C@@]1(OC2=C(C1)C=C(C=C2[C@@H](C)NC2=NC=1N(C=C2)N=CC1C(=O)OCC)F)C Ethyl 5-(((R)-1-((R)-2-(cyanomethyl)-5-fluoro-2-methyl-2,3-dihydrobenzofuran-7-yl)ethyl)amino)pyrazolo[1,5-a]pyrimidine-3-carboxylate